COC1=C(C(=CC=C1)OC)N1C(=NC=2C1=NC(=CN2)C#CC2=CC=CC=C2)C2=NC(=CC=C2)OCC 1-(2,6-dimethoxyphenyl)-2-(6-ethoxypyridin-2-yl)-6-(phenylethynyl)-1H-imidazo[4,5-b]pyrazine